[Sn](Cl)Cl.C(CCC)[NH3+] N-butyl-ammonium tin (II) chloride